isovanillyl butyl ether C(CCC)OCC1=CC(O)=C(OC)C=C1